4-((1R,3R)-3-hydroxycycloheptylamino)-2-((1r,4R)-4-methoxycyclohexylamino)pyrimidine-5-carbonitrile O[C@H]1C[C@@H](CCCC1)NC1=NC(=NC=C1C#N)NC1CCC(CC1)OC